3,3-Dimethyl-1H,2H,3H,4H,5H-pyrrolo[3,2-b]pyridin-5-one CC1(CNC2=C1NC(C=C2)=O)C